2-(2-(4-fluorophenyl)butyrylamino)-4-methylthiophene-3-carboxylic acid FC1=CC=C(C=C1)C(C(=O)NC=1SC=C(C1C(=O)O)C)CC